(S)-2-(1,3-dioxoisoindolin-2-yl)-N-methoxypropionamide O=C1N(C(C2=CC=CC=C12)=O)[C@H](C(=O)NOC)C